potassium nickel tetracyanate [Ni](OC#N)(OC#N)(OC#N)OC#N.[K]